[Mg+2].CS(=O)(=O)C1=CC=C(C=C1)N[C@@H](CO)C(=O)[O-].CS(=O)(=O)C1=CC=C(C=C1)N[C@@H](CO)C(=O)[O-] (2S,3R)-p-methylsulfonylphenylserine magnesium salt